BrCCCCCCOC1=CC=C(C(=O)OCC)C=C1 ethyl 4-((6-bromohexyl)oxy)benzoate